2-Hydroxycyclopentane-1-carboxylic acid methyl ester COC(=O)C1C(CCC1)O